C(CCCCCC)N heptaneamine